(R)-2-fluoro-N-(pyrimidin-4-yl)-4-(3'-(3-(trifluoromethyl)-phenethyl)-[1,3'-bipiperidin]-1'-yl)benzenesulfonamide FC1=C(C=CC(=C1)N1C[C@@](CCC1)(N1CCCCC1)CCC1=CC(=CC=C1)C(F)(F)F)S(=O)(=O)NC1=NC=NC=C1